N1=C(NC2=C1C=CC=C2)CCCNC(C(=C)C)=O N-(3-benzimidazolylpropyl)methacrylamide